C1(CC1)C1=CC(=NN1)NC(CC=1C=NN(C1)C1=CN=C(S1)C)=O N-(5-cyclopropyl-1H-pyrazol-3-yl)-2-(1-(2-methylthiazol-5-yl)-1H-pyrazol-4-yl)acetamide